FC(C1=C(C=CC(=C1)C(F)(F)F)[C@H](C)N1N=CC(=C1)NC(=O)C1=NOC(=C1)C1=NC=CN=C1)(F)F (S)-N-(1-(1-(2,4-bis(trifluoromethyl)phenyl)ethyl)-1H-pyrazol-4-yl)-5-(pyrazin-2-yl)isoxazole-3-carboxamide